OC[C@@H](C1=CC=CC=C1)NC(=O)NC1=CC(=CC=C1)OCCCC(C)C 1-[(1R)-2-hydroxy-1-phenyl-ethyl]-3-(3-isohexyloxyphenyl)urea